C12CNCC(CC1)O2 3-aza-8-oxabicyclo[3.2.1]octane